[6-[(4-methylsulfonylphenyl)methyl]-2-azaspiro[3.3]heptan-2-yl]-[6-[6-(trifluoromethyl)-3-pyridinyl]-2-azaspiro[3.3]heptan-2-yl]methanone CS(=O)(=O)C1=CC=C(C=C1)CC1CC2(CN(C2)C(=O)N2CC3(C2)CC(C3)C=3C=NC(=CC3)C(F)(F)F)C1